The molecule is an isothiocyanate having a 4-(methylsulfinyl)butyl group attached to the nitrogen. It has a role as an antineoplastic agent, a plant metabolite, an antioxidant and an EC 3.5.1.98 (histone deacetylase) inhibitor. It is a sulfoxide and an isothiocyanate. CS(=O)CCCCN=C=S